(S)-1-(2-hydroxypropyl)-N-((5-phenyl-1,3,4-thiadiazol-2-yl)methyl)-1H-1,2,3-triazole-4-carboxamide O[C@H](CN1N=NC(=C1)C(=O)NCC=1SC(=NN1)C1=CC=CC=C1)C